O.O.C(CCCCCCCCCCC)[N+](C)(C)[O-] dodecyldimethyl-amine oxide dihydrate